C1(=CC=CC=C1)P(CCC(C)(O[Si](OCC)(OCC)CC[SiH2]C)CCP(C1=CC=CC=C1)C1=CC=CC=C1)C1=CC=CC=C1 bis(2-diphenylphosphinoethyl)methylsilylethyltriethoxysilane